3-(pyridin-4-yl)-1-((2-(trimethylsilyl)ethoxy)methyl)-1H-indazol-5-amine N1=CC=C(C=C1)C1=NN(C2=CC=C(C=C12)N)COCC[Si](C)(C)C